(1R,2R)-2-(4-(trimethylsilyl)phenyl)cyclopropane-1-carboxylic acid 2,5-dioxopyrrolidin-1-yl ester O=C1N(C(CC1)=O)OC(=O)[C@H]1[C@@H](C1)C1=CC=C(C=C1)[Si](C)(C)C